disodium hydrogen phosphate, Tris-hydrochloride Cl.Cl.Cl.P(=O)(O)([O-])[O-].[Na+].[Na+]